O.O.O.[Au](Cl)(Cl)Cl gold (III) chloride tri-hydrate